3-pyridin-3-yl-3-[4-(7H-pyrrolo-[2,3-d]pyrimidin-4-yl)-1H-pyrazol-1-yl]propanenitrile trifluoroacetate FC(C(=O)O)(F)F.N1=CC(=CC=C1)C(CC#N)N1N=CC(=C1)C=1C2=C(N=CN1)NC=C2